COC1=CC=C(C=C1)C(OC[C@@]12COC([C@@H](O1)N1C3=NC=NC(=C3N=C1)N(C(C1=CC=CC=C1)=O)C(C)C)C2O)(C2=CC=CC=C2)C2=CC=C(C=C2)OC N-[9-[(4R,6R)-4-[[bis(4-methoxyphenyl)-phenyl-methoxy]methyl]-7-hydroxy-2,5-dioxabicyclo[2.2.1]heptan-6-yl]purin-6-yl]-N-isopropyl-benzamide